N,N-dimethyl-1H-indazole-6-carboxamide CN(C(=O)C1=CC=C2C=NNC2=C1)C